N-(5-Cyano-4-(2-(dimethylamino)ethoxy)pyrimidin-2-yl)-6-(2-cyclopropyl-4-(5-methyl-1,2,4-oxadiazol-3-yl)phenyl)nicotinamid C(#N)C=1C(=NC(=NC1)NC(C1=CN=C(C=C1)C1=C(C=C(C=C1)C1=NOC(=N1)C)C1CC1)=O)OCCN(C)C